2-hydrazino-6,7-dimethoxyquinazolin-4(3H)-one N(N)C1=NC2=CC(=C(C=C2C(N1)=O)OC)OC